2-(tetrahydro-2H-pyran-4-yl)ethyl 1-methyl-D-tryptophanate hydrochloride Cl.CN1C=C(C[C@@H](N)C(=O)OCCC2CCOCC2)C2=CC=CC=C12